C(=C=C)[Sn] Allenyl-tin